NC1=C2C(=C3C(=N1)C=C(N3)C(=O)N([C@@H](C)C3=C(C=C(C=C3)C(F)(F)F)F)CC)COC2 (S)-5-amino-N-ethyl-N-(1-(2-fluoro-4-(trifluoromethyl)phenyl)ethyl)-6,8-dihydro-1H-furo[3,4-d]pyrrolo[3,2-b]pyridine-2-carboxamide